N[C@H](C(=O)O)CCS(=O)(=N)CCC(C(F)(F)F)C1=CC=C(C=C1)S(NC1=CC=CC=C1)(=O)=O (2s)-2-amino-4-(4,4,4-trifluoro-3-(4-(N-phenylsulfamoyl)phenyl)butylsulfonimidoyl)butanoic acid